OC1(CN(C1)[C@@H]1CCC=2C1=NNC(C2C(F)(F)F)=O)C(=O)N2CCN(CC2)C2=NC=C(C=N2)C(F)(F)F |r| rac-7-(3-hydroxy-3-(4-(5-(trifluoromethyl)pyrimidin-2-yl)piperazine-1-carbonyl)azetidin-1-yl)-4-(trifluoromethyl)-2,5,6,7-tetrahydro-3H-cyclopenta[c]pyridazin-3-one